6-(5-(azetidin-1-yl)-2-fluorophenyl)-5,7-dimethyl-2-(pyridin-2-yl)-2,6-dihydro-1H-pyrrolo[3,4-d]pyridazin-1-one N1(CCC1)C=1C=CC(=C(C1)N1C(=C2C(N(N=CC2=C1C)C1=NC=CC=C1)=O)C)F